N-(2-(Methylamino)benzo[d]thiazol-5-yl)-5,6-dihydrobenzo[f]imidazo[1,5-d][1,4]oxazepine-10-carboxamide CNC=1SC2=C(N1)C=C(C=C2)NC(=O)C=2C=CC1=C(C=3N(CCO1)C=NC3)C2